FC1=C(O[C@H]2CN(CC2)C(=O)C23CC(C2)(C3)CO)C=C(C=C1)F (R)-(3-(2,5-Difluorophenoxy)pyrrolidin-1-yl)(3-(hydroxymethyl)-bicyclo[1.1.1]pentan-1-yl)methanone